(S)-N'-((1,2,3,6,7,8-hexahydro-as-indacen-4-yl)carbamoyl)-2-(2-hydroxypropan-2-yl)thiazole-5-sulfonimidamide C1CCC2=C(C=C3CCCC3=C12)NC(=O)N=[S@@](=O)(N)C1=CN=C(S1)C(C)(C)O